FC=1C=C2C(=NC1)CN(C2)C(=O)NC2=CC=C(C=C2)NC(CC(C)(C)O)=O 3-fluoro-N-(4-(3-hydroxy-3-methylbutanamido)phenyl)-5,7-dihydro-6H-pyrrolo[3,4-b]pyridine-6-carboxamide